6-Methyl-pyridine-2-carboxylic acid [3-(pyridin-2-ylamino)-adamantan-1-yl]-amide N1=C(C=CC=C1)NC12CC3(CC(CC(C1)C3)C2)NC(=O)C2=NC(=CC=C2)C